2-({[5-(Dimethylamino)pentanoyl]oxy}methyl)-3-[(3-pentyloctanoyl)oxy]-2-{[(3-pentyloctanoyl)oxy]methyl}propyl 2-pentylheptyl propanedioate C(CC(=O)OCC(CCCCC)CCCCC)(=O)OCC(COC(CC(CCCCC)CCCCC)=O)(COC(CC(CCCCC)CCCCC)=O)COC(CCCCN(C)C)=O